ClC=1C=CC(=C(C1)C=1N(C(=NN1)S)C)C1=CC(=NC(=C1)Cl)Cl 5-(5-Chloro-2-(2,6-dichloropyridin-4-yl)phenyl)-4-methyl-4H-1,2,4-triazole-3-thiol